3-hydroxy-2-imino-6-piperidin-1-ylpyrimidin-4-amine ON1C(N=C(C=C1N)N1CCCCC1)=N